5-ethyl-2-methyl-4-vinyl-pyrazole-3-carboxylic acid C(C)C=1C(=C(N(N1)C)C(=O)O)C=C